6-bromo-8-fluoro-2-(tetrahydrofuran-2-yl)-1,2-dihydroquinazoline BrC=1C=C2C=NC(NC2=C(C1)F)C1OCCC1